C(CCCCCCCCCCC)(=O)[O-].C(CCCCCCCCCCC)(=O)[O-].C(CCCCCCCCCCCCCCCCC)[Sn+2] octadecyl-tin dilaurate